CC1=CC=C(C=N1)[C@H]1N(OCC1)C(=O)[C@@H]1CCN(CC12CC2)C2=NC=CC(=N2)N2C(COCC2)=O 4-[2-[(8R)-8-[(3S)-3-(6-methylpyridin-3-yl)-1,2-oxazolidine-2-carbonyl]-5-azaspiro[2.5]octan-5-yl]pyrimidin-4-yl]morpholin-3-one